tert-butyl 2-(1-(3-cyclohexylphenyl) cyclopropyl)-4-oxo-3,5,7,8-tetrahydropyrido[4,3-d]pyrimidine-6(4H)-carboxylate C1(CCCCC1)C=1C=C(C=CC1)C1(CC1)C=1NC(C2=C(N1)CCN(C2)C(=O)OC(C)(C)C)=O